1-(4-(2-(Ethylamino)ethyl)benzyl)-3-fluoro-2-(o-tolyl)-1H-indol C(C)NCCC1=CC=C(CN2C(=C(C3=CC=CC=C23)F)C2=C(C=CC=C2)C)C=C1